1-((2-(3-bromo-2-methylphenyl)-7-chlorobenzo[d]oxazol-5-yl)methyl)pyrrolidine-3-carboxylic acid tert-butyl ester C(C)(C)(C)OC(=O)C1CN(CC1)CC=1C=C(C2=C(N=C(O2)C2=C(C(=CC=C2)Br)C)C1)Cl